[N+](=[N-])=CC(CC[C@@H](C(=O)OC(C)C)NC([C@H](CC1=CNC2=C(C=CC=C12)C)O)=O)=O isopropyl (S)-6-diazo-2-((S)-2-hydroxy-3-(7-methyl-1H-indol-3-yl)propanamido)-5-oxohexanoate